BrC=1C=NC(=NC1)OC1=CC=NC=C1 5-bromo-2-(pyridin-4-yloxy)pyrimidine